C1(=CC=CC=C1)N1C(C2=CC=CC=C2C=C1C1=CC=CC=C1)=O 2,3-diphenylisoquinolin-1(2H)-one